4-[[4-[[(1S)-2-hydroxy-1-phenyl-ethyl]amino]-5-[3-(trifluoromethyl)-1H-1,2,4-triazol-5-yl]pyrimidin-2-yl]amino]-N,N-dimethyl-benzamide OC[C@H](C1=CC=CC=C1)NC1=NC(=NC=C1C1=NC(=NN1)C(F)(F)F)NC1=CC=C(C(=O)N(C)C)C=C1